C1(=CC=C(C=C1)N(C1=CC(=C(C=C1)C1=CC=CC=C1)N1C2=CC=CC=C2C=2C=CC=CC12)C1=CC=C(C=C1)C1=CC=CC=C1)C1=CC=CC=C1 N,N-di([1,1'-biphenyl]-4-yl)-(9H-carbazol-9-yl)-[1,1'-biphenyl]-4-amine